3-ethyl-3-exo-tetracyclo[4.4.0.13,5.17,10]dodecyl methacrylate C(C(=C)C)(=O)OC12CC3(CC(C2C2CCC1C2)C3)CC